NC1=C2C(=NC=N1)N(N=C2C2=CC=C(C=C2)OC2=CC=CC=C2)C2CCN(CC2)CC=2C=C(N=NC2)C2C(NC(CC2)=O)=O 3-(5-((4-(4-amino-3-(4-phenoxyphenyl)-1H-pyrazolo[3,4-d]pyrimidin-1-yl)piperidin-1-yl)methyl)pyridazin-3-yl)piperidine-2,6-dione